OC1C(CC(CC1)N(CCCCCCCC(=O)N(CCCCCCCCCC)CCCCCCCCCC)CCCCCCCC(=O)N(CCCCCCCCCC)CCCCCCCCCC)C 8,8'-((4-hydroxy-3-methylcyclohex-yl)azanediyl)bis-(N,N-didecyloctan-amide)